[C@@H]1([C@H](CC\C=C/CC1)O)O cis-Z-cyclooct-5-ene-1,2-diol